C(C)C1=NC2=C(N1C=1C=C(C=CC1)C1=CC(=CC=C1)B(O)O)C=CC=C2 (3'-(2-ethyl-1H-benzo[d]imidazol-1-yl)-[1,1'-biphenyl]-3-yl)boronic acid